FC1=C(C(=C(C(=C1B(C1=C(C(=C(C(=C1F)F)F)F)F)C1=C(C(=C(C(=C1F)F)F)F)F)F)F)F)F tris(pentafluorophenyl)boron